(S)-1-chloro-N-((5,6-dihydro-4H-thieno[2,3-c]pyrrol-2-yl)methyl)-3-((3,5-dimethylbenzyl)amino)-4-oxo-4,6,7,8-tetrahydropyrrolo[1,2-a]pyrazine-6-carboxamide ClC1=C2N(C(C(=N1)NCC1=CC(=CC(=C1)C)C)=O)[C@@H](CC2)C(=O)NCC2=CC1=C(CNC1)S2